methyl (S)-3-(3-bromo-5-hydroxy-4-methoxyphenyl)-2-((tert-butoxycarbonyl)amino)propanoate BrC=1C=C(C=C(C1OC)O)C[C@@H](C(=O)OC)NC(=O)OC(C)(C)C